O1COC2=C1C=CC(=C2)C2=NOC(=N2)CSC2=NC(=NC(=C2)C)C 4-({[3-(2H-1,3-benzodioxol-5-yl)-1,2,4-oxadiazol-5-yl]methyl}sulfanyl)-2,6-dimethylpyrimidine